(1r,4r)-4-(2-methoxyethoxy)cyclohexane-1-amine COCCOC1CCC(CC1)N